(2S)-4-methoxybutane-1,2-diyl bis(4-methylbenzene-1-sulfonate) CC1=CC=C(C=C1)S(=O)(=O)OC[C@H](CCOC)OS(=O)(=O)C1=CC=C(C=C1)C